N2-[(3R)-1-(1,2,4-triazin-3-yl)pyrrolidin-3-yl]1,3,4-thiadiazole-2,5-diamine N1=NC(=NC=C1)N1C[C@@H](CC1)NC=1SC(=NN1)N